4,4'-diaminobiphenyl-3,3'-dicarboxylic acid NC1=C(C=C(C=C1)C1=CC(=C(C=C1)N)C(=O)O)C(=O)O